N-((3R,SR,7R)-adamantan-1-yl)-4-((1S,3S)-3-butyl-6-methoxy-1,2,3,4-tetrahydroisoquinolin-1-yl)benzamide C12(CC3CC(CC(C1)C3)C2)NC(C2=CC=C(C=C2)[C@@H]2N[C@H](CC3=CC(=CC=C23)OC)CCCC)=O